[N+](=O)([O-])C=1C=C(C=CC1NCC1CCOCC1)S(=O)(=O)NC(C1=CC=C(C=C1)N1CCC2(CC(C2)N2[C@@H](CCC2)C2=C(C=CC=C2)NCC(F)(F)F)CC1)=O N-{3-nitro-4-[(oxan-4-ylmethyl)amino]benzenesulfonyl}-4-{2-[(2S)-2-{2-[(2,2,2-trifluoroethyl)amino]phenyl}pyrrolidin-1-yl]-7-azaspiro[3.5]nonan-7-yl}benzamide